6-(2-ethynylpyridin-4-yl)-5-(3-fluoro-4-((4-methylpyrimidin-2-yl)oxy)phenyl)-7-methyl-7H-pyrrolo[2,3-d]pyrimidin-4-amine C(#C)C1=NC=CC(=C1)C1=C(C2=C(N=CN=C2N)N1C)C1=CC(=C(C=C1)OC1=NC=CC(=N1)C)F